2-((5-chloro-3-(3-((2-(2,6-dioxopiperidin-3-yl)-1-oxoisoindolin-5-yl)methyl)ureido)-2-fluorophenoxy)methyl)acrylic acid ClC=1C=C(C(=C(OCC(C(=O)O)=C)C1)F)NC(=O)NCC=1C=C2CN(C(C2=CC1)=O)C1C(NC(CC1)=O)=O